C1=NC=CC=2NC=3C=C(C=CC3C21)C=2C=CC(=NC2)OC2CC(C2)OC=2C=CC(=NC2)CCCOC=2C=C1C(N(C(C1=CC2)=O)C2C(NC(CC2)=O)=O)=O 5-(3-(5-((1r,3r)-3-((5-(5H-pyrido[4,3-b]indol-7-yl)pyridin-2-yl)oxy)cyclobutoxy)pyridin-2-yl)propoxy)-2-(2,6-dioxopiperidin-3-yl)isoindoline-1,3-dione